FC1=C(C=C(C(=C1)OC)F)[C@H]1[C@@H](C(NC1)=O)C(=O)O |o1:10,11| (3S*,4R*)-4-(2,5-difluoro-4-methoxyphenyl)-2-oxopyrrolidine-3-carboxylic acid